C(C)(C)N1C2CC(CC1CC2)N2CCC(CC2)C=2C=C(C1=C(NC(=N1)C=1C=C(C=3N(C1)N=CN3)OC)C2)C 6-(6-(1-(8-isopropyl-8-azabicyclo[3.2.1]oct-3-yl)piperidin-4-yl)-4-methyl-1H-benzo[d]imidazol-2-yl)-8-methoxy-[1,2,4]triazolo[1,5-a]pyridine